C(CCCCC=CCC=CCCCCCCCC)(=O)O Octadeca-6,9-dienoic acid